2-[3-(8-chloro-1-methyl-4,5-dihydropyrazolo[3,4-b][1]benzazepin-10(1H)-yl)propyl]-1H-isoindole-1,3(2H)-dione ClC1=CC2=C(CCC3=C(N2CCCN2C(C4=CC=CC=C4C2=O)=O)N(N=C3)C)C=C1